FC1=C(C=CC(=C1)NC1=NC=C(C(=N1)C=1C=C(C2=C(N(C(=N2)C)C(C)C)C1)F)F)N1CCOCC1 (2-fluoro-4-((5-fluoro-4-(4-fluoro-1-isopropyl-2-methyl-1H-benzo[d]imidazol-6-yl)pyrimidin-2-yl)amino)phenyl)(morpholin)